4,5-DICHLORO-2-METHOXYPHENYLBORONIC ACID ClC1=CC(=C(C=C1Cl)B(O)O)OC